BrC1=CN=C(N1C)C(=O)NC1=CC(=C(C=C1)C(=O)N1CCNCC1)C 5-bromo-1-methyl-N-[3-methyl-4-(piperazine-1-carbonyl)phenyl]imidazole-2-carboxamide